COC(=O)C1=CC=C2C(=CNC2=C1P(=O)(C)C)C1=NC(=NC=C1C(F)(F)F)N[C@@H]1C[C@H](CCC1)N 3-(2-(((1S,3S)-3-aminocyclohexyl)amino)-5-(trifluoromethyl)pyrimidin-4-yl)-7-(dimethylphosphoryl)-1H-indole-6-carboxylic acid methyl ester